N(=[N+]=[N-])[C@@H]1[C@H](C2=CC=CC=C2C1)NC(OC(C)(C)C)=O Tert-butyl ((1S,2S)-2-azido-2,3-dihydro-1H-inden-1-yl)carbamate